NCC1C2(CCC(CC1)C2)CN bis(aminomethyl)bicyclo[3.2.1]octane